OCCN1C(=NC=C1)C1=C(OCC=2C=C(C#N)C=CC2)C=C(C=C1)OCC=1C(=C(C=CC1)C1=CC=CC=C1)C 3-((2-(1-(2-hydroxyethyl)-1H-imidazol-2-yl)-5-((2-methyl-[1,1'-biphenyl]-3-yl)methoxy)phenoxy)methyl)benzonitrile